C(C1=CC=CC=C1)(C1=CC=CC=C1)(C1=CC=CC=C1)O[C@@H](C(=O)OC)C Methyl (2R)-2-trityloxypropanoate